C(C)C1=C(C=CC=C1)OC1=CC=C(C=N1)N1C(NC(C1=O)(C)C)=O 3-{6-[(2-ethylphenyl)oxy]-3-pyridinyl}-5,5-dimethyl-2,4-imidazolidinedione